triisopropyl-ethanesulfonyl-(pentafluorophenyl)phosphine C(C)(C)C(CS(=O)(=O)PC1=C(C(=C(C(=C1F)F)F)F)F)(C(C)C)C(C)C